Methyl ((4-Trifluoromethoxyphenyl)sulfonyl)carbamate FC(OC1=CC=C(C=C1)S(=O)(=O)NC(OC)=O)(F)F